FC1=C(C=CC(=C1)B1OC(C(O1)(C)C)(C)C)C1CCN(CC1)C(=O)OC(C)(C)C tert-butyl 4-(2-fluoro-4-(4,4,5,5-tetramethyl-1,3,2-dioxaborolan-2-yl)phenyl)piperidine-1-carboxylate